OC1=CC=C(C=C1)C=1C2=CC=C(N2)C(=C2C=CC(C(=C3C=CC(=C(C=4C=CC1N4)C4=CC=C(C=C4)C)N3)C3=CC=C(C=C3)C)=N2)C2=CC=C(C=C2)C 5-p-hydroxyphenyl-10,15,20-tris(4-methylphenyl)porphyrin